ClC1=C(C(N(C(N1CC#CC1=CC(=CC=C1)O)=O)C)=O)NC(CC1=CC=C(C=C1)F)=O N-(6-chloro-1-(3-(3-hydroxyphenyl)prop-2-yn-1-yl)-3-methyl-2,4-dioxo-1,2,3,4-tetrahydropyrimidin-5-yl)-2-(4-fluorophenyl)acetamide